4-({(1R)-2-[5-(2-fluoro-3-methoxyphenyl)-3-{[2-fluoro-6-(trifluoromethyl)phenyl]methyl}-4-methyl-2,6-dioxo-3,6-dihydropyrimidin-1(2H)-yl]-1-phenylethyl}amino)butanoic acid FC1=C(C=CC=C1OC)C1=C(N(C(N(C1=O)C[C@@H](C1=CC=CC=C1)NCCCC(=O)O)=O)CC1=C(C=CC=C1C(F)(F)F)F)C